(6-bromo-1-methyl-1H-benzo[d]imidazol-2-yl)methylamine BrC=1C=CC2=C(N(C(=N2)CN)C)C1